COC(=O)C=1SC=CC1CN1N=CC2=C(C1=O)N(C1=C2CCN(C1)S(=O)(=O)C1=CC=C(C=C1)OC)C 3-((7-((4-methoxyphenyl)sulfonyl)-5-methyl-4-oxo-4,5,6,7,8,9-hexahydro-3H-pyrido[4',3':4,5]pyrrolo[2,3-d]pyridazin-3-yl)methyl)thiophene-2-carboxylic acid methyl ester